S(=O)(=O)(OCC1=C(C=CC=C1)F)OCC1=C(C=CC=C1)F bis[(2-fluorophenyl)methyl] sulfate